NC1=NC(N(C=C1F)[C@@H]1O[C@@](C([C@@H]1F)O)(CO)CCl)=O 4-amino-1-[(2R,3S,5R)-5-(chloromethyl)-3-fluoro-4-hydroxy-5-(hydroxymethyl)oxolan-2-yl]-5-fluoropyrimidin-2-one